sulfur nitrogen cyanogen N#CC#N.[N].[S]